2-normal propyl-4-methylbenzaldehyde C(CC)C1=C(C=O)C=CC(=C1)C